N-((1r,4r)-4-(5-(6-(3-cyanopyrrolo[1,2-b]pyridazin-7-yl)-4-((3-methyloxetan-3-yl)amino)pyridin-3-yl)-1,3,4-thiadiazol-2-yl)cyclohexyl)cyclopropanecarboxamide C(#N)C1=CC=2N(N=C1)C(=CC2)C2=CC(=C(C=N2)C2=NN=C(S2)C2CCC(CC2)NC(=O)C2CC2)NC2(COC2)C